NC(C)[C@@H]1CC[C@H](CC1)C(=O)NC1=CC=NC=C1 (+)-trans-4-(1-aminoethyl)-N-(4-pyridyl)cyclohexanecarboxamide